N-({5-chloro-6-[(3-methyl-5-isoxazolyl)methoxy]-2-indolyl}methyl)-(S)-4,4-difluoro-2-pyrrolidinecarboxamide ClC=1C=C2C=C(NC2=CC1OCC1=CC(=NO1)C)CNC(=O)[C@H]1NCC(C1)(F)F